tert-butyl (S)-3-(3-((5-(5-(difluoromethyl)-1,3,4-oxadiazole-2-yl)pyridine-2-yl)methyl)-5-fluoro-2-oxo-6-(pyridine-3-yl)-2,3-dihydro-1H-benzo[d]imidazole-1-yl)piperidine-1-carboxylate FC(C1=NN=C(O1)C=1C=CC(=NC1)CN1C(N(C2=C1C=C(C(=C2)C=2C=NC=CC2)F)[C@@H]2CN(CCC2)C(=O)OC(C)(C)C)=O)F